NC1=NC=C(C2=C1C=NN2)NC(=O)C(=O)N(CC2=CC=C(C=C2)C(F)(F)F)C2CC2 N-(4-Amino-1H-pyrazolo[4,3-c]pyridin-7-yl)-N'-cyclopropyl-N'-[[4-(trifluoromethyl)phenyl]methyl]oxamide